2-(5-chloro-2-{[(1R)-1-(4-chlorophenyl)-7-fluoro-5-[(1R)-1-hydroxy-1-(oxan-4-yl)propyl]-1-methoxy-3-oxo-2,3-dihydro-1H-isoindol-2-yl]methyl}phenyl)acetic acid ClC=1C=CC(=C(C1)CC(=O)O)CN1[C@@](C2=C(C=C(C=C2C1=O)[C@@](CC)(C1CCOCC1)O)F)(OC)C1=CC=C(C=C1)Cl